7-benzyloxy-5-(2,8-dimethylimidazo[1,2-b]pyridazin-6-yl)-2H-pyrazolo[4,3-d]pyrimidine C(C1=CC=CC=C1)OC=1C=2C(N=C(N1)C=1C=C(C=3N(N1)C=C(N3)C)C)=CNN2